[N+](=O)([O-])C=1C=CC(=NC1NC1=CC=NC=C1)N[C@H]1CN(CC1)C(=O)OC(C)(C)C tert-butyl (3R)-3-({5-nitro-6-[(pyridin-4-yl)amino]pyridin-2-yl}amino)pyrrolidine-1-carboxylate